ClC1=C(C=C2C(NC(NC2=C1SCC1(CCC1)CO)=O)=O)C(F)(F)F 7-chloro-8-(((1-(hydroxymethyl)cyclobutyl)methyl)thio)-6-(trifluoromethyl)quinazoline-2,4(1H,3H)-dione